sulfur, ammonium salt [NH4+].[S+2]